CC=1OSOC1C (4R,5R)-4,5-dimethyl-1,3,2-dioxathiol